C(C1=CC=CC=C1)OC=1C(=C(C=C(C1)OC)C1C(C1)C(=O)O)C1OCCO1 2-[3-(benzyloxy)-2-(1,3-dioxolan-2-yl)-5-methoxyphenyl]cyclopropane-1-carboxylic acid